5-[1-fluoro-3-hydroxy-7-[(3R)-pyrrolidin-3-yl]-2-naphthyl]-1,1-dioxo-1,2,5-thiadiazolidin-3-one FC1=C(C(=CC2=CC=C(C=C12)[C@@H]1CNCC1)O)N1CC(NS1(=O)=O)=O